N-(5-(2-(((1r,4r)-4-aminocyclohexyl)amino)-8-ethylquinazolin-6-yl)-6-methylpyridin-2-yl)benzenesulfonamide NC1CCC(CC1)NC1=NC2=C(C=C(C=C2C=N1)C=1C=CC(=NC1C)NS(=O)(=O)C1=CC=CC=C1)CC